C(C1=CC=CC=C1)N(C(CCl)=O)[C@@H](C)[C@@H](CO[Si](C)(C)C(C)(C)C)O |o1:12,14| N-benzyl-N-[rel-(2S,3S)-4-[(tert-butyldimethylsilyl)oxy]-3-hydroxybut-2-yl]-2-chloroacetamide